NC1=CC(=NN1C1COC(CC1)CO)C1=CC=C(C=C1)Br 5-amino-3-(4-bromophenyl)-1-(6-(hydroxymethyl)tetrahydro-2H-pyran-3-yl)-1H-pyrazole